CNC(C(F)(Cl)Cl)=O N-methyl-dichlorofluoroacetamide